Racemic-t-butyl 2-[4-[3-[[(3R)-2,6-dioxo-3-piperidyl]-methyl-amino]phenyl]piperazin-1-yl]acetate O=C1NC(CC[C@H]1N(C=1C=C(C=CC1)N1CCN(CC1)CC(=O)OC(C)(C)C)C)=O |r|